COC1=CC(=NC=C1)NC(CC)=O N-(4-methoxypyridin-2-yl)propionamide